ClC=1C(=NC=CC1)OC[C@@H]1N(C[C@H](C1)F)C1=C(C=C2C(C(=CN(C2=C1)C=1C=NC(=CC1)N1CC(C1)N(C)C)C(=O)O)=O)C 7-((2R,4S)-2-(((3-chloropyridin-2-yl)oxy)methyl)-4-fluoropyrrolidin-1-yl)-1-(6-(3-(dimethylamino)azetidin-1-yl)pyridin-3-yl)-6-methyl-4-oxo-1,4-dihydroquinoline-3-carboxylic acid